COC(C1=C(C=C(C=C1)CC1CCC1)C)=O.[Si](C)(C)(C(C)(C)C)OC=1C=C(C(=C(C1)C(C)=O)F)C(F)F 1-(5-((tert-butyldimethylsilyl)oxy)-3-(difluoromethyl)-2-fluorophenyl)ethan-1-one methyl-4-(cyclobutylmethyl)-2-methylbenzoate